2-[3-(DIMETHYLAMINO)PYRROLIDIN-1-YL]ACETALDEHYDE CN(C1CN(CC1)CC=O)C